TRIACETYL-3-HYDROXYPHENYLADENOSINE C(C)(=O)[C@]1([C@]([C@]([C@@](O1)(N1C=NC=2C(N)=NC=NC12)C1=CC(=CC=C1)O)(O)C(C)=O)(O)C(C)=O)CO